Indolizine-7-carboxylic acid ethyl ester C(C)OC(=O)C=1C=CN2C=CC=C2C1